diethyl 4-[(5-phenyl-4H-1,2,4-triazol-3-yl)thio]pyridine-2,6-dicarboxylate C1(=CC=CC=C1)C=1NC(=NN1)SC1=CC(=NC(=C1)C(=O)OCC)C(=O)OCC